(S)-(7-(1-(1-(tert-butylsulfonyl)-5,5-dimethylpyrrolidin-3-yl)-6-chloro-1,2,3,4-tetrahydroquinolin-8-yl)thieno[3,2-b]pyridin-2-yl)methanol C(C)(C)(C)S(=O)(=O)N1C[C@H](CC1(C)C)N1CCCC2=CC(=CC(=C12)C1=C2C(=NC=C1)C=C(S2)CO)Cl